5-chloropropyl-benzotriazole ClCCCC1=CC2=C(NN=N2)C=C1